((4-bromophenyl)(1-methyl-1H-indol-3-yl)methyl)triphenylphosphine triflate OS(=O)(=O)C(F)(F)F.BrC1=CC=C(C=C1)C(C1=CN(C2=CC=CC=C12)C)C1=C(C=CC=C1)P(C1=CC=CC=C1)C1=CC=CC=C1